isoleucine 4-hydroxybenzyl ester OC1=CC=C(COC([C@@H](N)[C@@H](C)CC)=O)C=C1